fluorodecyl-magnesium bromide FCCCCCCCCCC[Mg]Br